C(C)(C)(C)OC(=O)N1CCNC(C1)C=1C2=C(N=C(N1)C=1C=NN(C1)C)NC=C2 5-(1-methyl-1H-pyrazol-4-yl-7H-pyrrolo[2,3-d]pyrimidin-4-yl)piperazine-1-carboxylic acid tert-butyl ester